C(#C)C1CC(C1)C(=O)OCCCC.C(C)C=CC 1-ethyl-2-methyl ethylene butyl 3-ethynylcyclobutanecarboxylate